N-(5-methoxynaphthalen-2-yl)-N-methylquinazolin-4-amine COC1=C2C=CC(=CC2=CC=C1)N(C1=NC=NC2=CC=CC=C12)C